2-(5-methyl-2-p-tolyloxazol-4-yl)ethanol CC1=C(N=C(O1)C1=CC=C(C=C1)C)CCO